(1-(3-Chloro-4-(4-(2-((1-(methylsulfonyl)piperidin-4-yl)amino)-5-(trifluoromethyl)pyrimidin-4-yl)-1H-imidazol-1-yl)benzyl)-2-methylazetidin-2-yl)methanol ClC=1C=C(CN2C(CC2)(C)CO)C=CC1N1C=NC(=C1)C1=NC(=NC=C1C(F)(F)F)NC1CCN(CC1)S(=O)(=O)C